FC1=C(C=CC(=C1)F)CCN 2-(2,4-Difluoro-phenyl)-ethylamine